5-((4-(1'-(2-(2,6-dioxopiperidin-3-yl)-1,3-dioxoisoindol-5-yl)-[1,4'-bipiperidin]-4-yl)phenyl)amino)-3-(3-(2-oxo-3-phenylimidazolin-1-yl)piperidin-1-yl)-1,2,4-triazin-6-carboxamide O=C1NC(CCC1N1C(C2=CC=C(C=C2C1=O)N1CCC(CC1)N1CCC(CC1)C1=CC=C(C=C1)NC=1N=C(N=NC1C(=O)N)N1CC(CCC1)N1C(N(CC1)C1=CC=CC=C1)=O)=O)=O